CON(C(CCC1CN(CCO1)C(=O)[O-])=O)C 2-(3-(methoxy(methyl)amino)-3-oxopropyl)morpholine-4-carboxylate